benzyl ((2S)-1-(((2S)-3-hydroxy-1-((S)-2-oxopyrrolidin-3-yl)pent-4-en-2-yl)amino)-4-methyl-1-oxopentan-2-yl)carbamate OC([C@H](C[C@H]1C(NCC1)=O)NC([C@H](CC(C)C)NC(OCC1=CC=CC=C1)=O)=O)C=C